N-(5-bromo-1,3,4-thiadiazol-2-yl)-2-((4-oxo-1-phenyl-4,5-dihydro-1H-pyrazolo[3,4-d]pyrimidin-6-yl)thio)propanamid BrC1=NN=C(S1)NC(C(C)SC=1NC(C2=C(N1)N(N=C2)C2=CC=CC=C2)=O)=O